C(C)OC(=O)[C@@]1(C[C@H](CCC1)O[Si](C)(C)C(C)(C)C)C |r| (±)-trans-3-((tert-butyldimethylsilyl)oxy)-1-methylcyclohexanecarboxylic acid ethyl ester